ascorbic acid, potassium salt [K+].O=C1C(O)=C([O-])[C@H](O1)[C@@H](O)CO